tert-butyl 4-[2-chloro-4-[(4-methoxyphenyl)methoxy]-5-oxo-1,6-naphthyridin-6-yl]piperidine-1-carboxylate ClC1=NC=2C=CN(C(C2C(=C1)OCC1=CC=C(C=C1)OC)=O)C1CCN(CC1)C(=O)OC(C)(C)C